CN(C(CC)=O)C1=CC=C(C=C1)C1=CC=C(C=C1)C(=O)OC methyl 4'-(N-methylpropanamido)-[1,1'-biphenyl]-4-carboxylate